FC=1N=C(SC1CN1[C@H](C[C@H](C1)OC1=CC=CC=2N1N=NN2)C)NC(C)=O N-(4-fluoro-5-(((2S,4R)-2-methyl-4-(tetrazolo[1,5-a]pyridin-5-yloxy)pyrrolidin-1-yl)methyl)thiazol-2-yl)acetamide